C(C)(C)(C)OC(/C(=C/C=1OC=CC1)/NC1=NC=C(N=C1CC1=CC=CC=C1)C1=C(C=CC(=C1)NC(=O)OC(C)(C)C)F)=O (Z)-2-((3-benzyl-5-(5-((tert-butoxycarbonyl)amino)-2-fluorophenyl)pyrazin-2-yl)amino)-3-(furan-2-yl)acrylic acid tert-butyl ester